C(CC#C)C1(N=N1)CCI 3-(but-3-yn-1-yl)-3-(2-iodoethyl)-3H-diazirine